6-(3-amino-5-fluoro-6-(4-(piperazin-1-yl)phenyl)pyrazin-2-yl)-4-fluoroisoquinolin-1(2H)-one NC=1C(=NC(=C(N1)F)C1=CC=C(C=C1)N1CCNCC1)C=1C=C2C(=CNC(C2=CC1)=O)F